N1(CCNCCC1)C1=CC=C(C=N1)C1=CC=C2C(=C(NC2=C1)C1=CC(=NC(=C1)C)C)C 6-(6-(1,4-diazepan-1-yl)pyridin-3-yl)-2-(2,6-dimethylpyridin-4-yl)-3-methyl-1H-indole